COC=1C=C(C(=O)NC2CCC(CC2)NC2=CC=CC=3N2C=C(N3)C(F)(F)F)C=CC1 3-methoxy-N-[(1s,4s)-4-{[2-(trifluoromethyl)imidazo[1,2-a]pyridin-5-yl]amino}cyclohexyl]benzamide